2-(2-{[6-(5-chloro-2-fluorophenyl)-4-{[(2,4-dimethoxyphenyl)methyl]amino}pyridazin-3-yl]oxy}ethyl)-2,3-dihydro-1H-isoindole-1,3-dione ClC=1C=CC(=C(C1)C1=CC(=C(N=N1)OCCN1C(C2=CC=CC=C2C1=O)=O)NCC1=C(C=C(C=C1)OC)OC)F